ClC1=CC=C(C=C1)C1=NN(C[C@H]1C1=CC=CC=C1)\C(\N=C(N)N)=N/S(=O)(=O)N1CCC(CC1)(F)F (E)-2-((Z)-((R)-3-(4-chlorophenyl)-4-phenyl-4,5-dihydro-1H-pyrazol-1-yl)(((4,4-difluoropiperidin-1-yl)sulfonyl)imino)methyl)guanidine